OC[C@H](NC(=O)C1=CC2=CC=CC(=C2C=C1)C1=CC=C(C=C1)C(F)(F)F)C1CN(C1)C(=O)OC(C)(C)C Tert-Butyl 3-[(1R)-2-hydroxy-1-[[5-[4-(trifluoromethyl)phenyl]naphthalene-2-carbonyl]amino]ethyl]azetidine-1-carboxylate